(S)-N-(6-(difluoromethyl)pyridin-2-yl)-2-(1-methyl-2-oxabicyclo[2.1.1]hexan-4-yl)-7-((1,1,1-trifluoropropan-2-yl)oxy)imidazo[1,2-a]pyridine-6-carboxamide FC(C1=CC=CC(=N1)NC(=O)C=1C(=CC=2N(C1)C=C(N2)C21COC(C2)(C1)C)O[C@H](C(F)(F)F)C)F